1-((diethylamino)methyl)-4-phenyl-1,4-dihydro-5H-tetrazole-5-thione C(C)N(CC)CN1N=NN(C1=S)C1=CC=CC=C1